(R)-6-bromo-1-(1-(2,4-dichlorophenyl)ethyl)-1H-[1,2,3]triazolo[4,5-b]pyridine BrC=1C=C2C(=NC1)N=NN2[C@H](C)C2=C(C=C(C=C2)Cl)Cl